C(=C)OC(C1=CC=CC=C1)=O Benzoic Acid Vinyl ester